ClC=1C=C2C=CN(C(C2=CC1)=O)CC(=O)OCC ethyl 2-(6-chloro-1-oxoisoquinolin-2(1H)-yl)acetate